NC1=C(C=C(CC2=C(C=C(OCC(=O)O)C=C2)C)C=C1)C(C)C 2-(4-(4-amino-3-isopropylbenzyl)-3-methylphenoxy)acetic acid